(s)-2-((6,7-Dichloro-2-(2-(morpholin-3-yl)acetyl)-10-(1H-pyrazol-4-yl)-1,2,3,4-tetrahydropyrazino[1,2-a]indol-9-yl)oxy)acetonitrile ClC1=C(C=C(C=2C(=C3N(C12)CCN(C3)C(C[C@@H]3NCCOC3)=O)C=3C=NNC3)OCC#N)Cl